C(CCC=C)(=O)N1C(CCCCC1)=O 1-(pent-4-enoyl)azepan-2-one